(2S,3S)-(-)-3-phenylglycidol C1=CC=C(C=C1)[C@H]2[C@@H](O2)CO